C(C1=CC=CC=C1)N1C(=NC2=C1C=C(C=C2Br)C(=O)N(C)C)C 1-benzyl-4-bromo-N,N,2-trimethyl-1H-benzo[d]imidazole-6-carboxamide